C1(CC1)C1=NC(=CC=C1S(=O)(=O)N1CC2(C1)CN(C2)C2CCOCC2)C(F)(F)F 2-((2-cyclopropyl-6-(trifluoromethyl)pyridin-3-yl)sulfonyl)-6-(tetrahydro-2H-pyran-4-yl)-2,6-diazaspiro[3.3]heptane